C[Se]O The molecule is an organoselenium compound comprising a methyl and hydroxy group covalently bound to a selenium atom. It has a role as a metabolite and an antioxidant. It is an organoselenium compound and a one-carbon compound.